1,3-bis(2-phenylethynyl)benzene C1(=CC=CC=C1)C#CC1=CC(=CC=C1)C#CC1=CC=CC=C1